Tert-butyl (S)-5-(2-(2-((5-chloro-2-(1H-tetrazol-1-yl) phenyl) amino)-2-oxoacetylamino)-3-(4-(3-(4-hydroxy-2-methylbutan-2-yl) ureido) phenyl) propionamido)-1H-indole-2-carboxylate ClC=1C=CC(=C(C1)NC(C(=O)N[C@H](C(=O)NC=1C=C2C=C(NC2=CC1)C(=O)OC(C)(C)C)CC1=CC=C(C=C1)NC(=O)NC(C)(CCO)C)=O)N1N=NN=C1